4-methyl-N-(1-(p-tolyl)-1H-1,2,4-triazol-3-yl)benzamide CC1=CC=C(C(=O)NC2=NN(C=N2)C2=CC=C(C=C2)C)C=C1